1-(3-fluorobenzofuran-5-yl)propan-2-amine FC1=COC2=C1C=C(C=C2)CC(C)N